ONC(\C=C\C1=CC(=CC=C1)S(NC1=CC=CC=C1)(=O)=O)=O (E)-N-Hydroxy-3-(3-phenylsulfamoyl-phenyl)-acryl-amide